NC1=C(SC2=NC(=C(C(=C21)C)Cl)OCC(=O)N2CCN(CC2)C)C(=O)NC2CC2 3-amino-5-chloro-N-cyclopropyl-4-methyl-6-(2-(4-methylpiperazin-1-yl)-2-oxoethoxy)thieno[2,3-b]pyridine-2-carboxamide